CN(CCNC)CC=1C(=C2N(N1)CCC2)C=2CCN(CC2)C(=O)C2(CC2)C (4-(2-((Methyl(2-(methylamino)ethyl)amino)methyl)-5,6-dihydro-4H-pyrrolo[1,2-b]pyrazol-3-yl)-3,6-dihydropyridin-1(2H)-yl)(1-methylcyclopropyl)-methanone